1-t-butoxycarbonyl-1,7-diaminoheptane C(C)(C)(C)OC(=O)C(CCCCCCN)N